N-(4-((2-(1,1-difluoroethyl)-6-methylpyrimidin-4-yl)amino)-5-((3-ethyloxetan-3-yl)methoxy)pyridin-2-yl)acetamide FC(C)(F)C1=NC(=CC(=N1)NC1=CC(=NC=C1OCC1(COC1)CC)NC(C)=O)C